The molecule is an organic cation obtained by protonation of the tertiary amino function of 2-dimethylaminoethyl chloride. It is an ammonium ion derivative and an organic cation. It is a conjugate acid of a 2-dimethylaminoethyl chloride. C[NH+](C)CCCl